12-(4-methoxyphenyl)-5,7-dihydropyrido[2,3-b:6,5-b']diindole COC1=CC=C(C=C1)C1=C2C(NC3=CC=CC=C23)=NC=2NC=3C=CC=CC3C21